NC=1C(=NC(=CN1)Br)OC=1C=NN(C1)C(CC#N)(C)C 3-(4-(3-amino-6-bromopyrazin-2-yloxy)-1H-pyrazol-1-yl)-3-methylbutyronitrile